(2S)-2-fluoro-2-[[(2S,5r)-3-methyl-2-(oxazol-2-ylmethylcarbamoyl)-7-oxo-1,6-diazabicyclo[3.2.1]oct-3-en-6-yl]oxy]acetic acid ethyl ester C(C)OC([C@@H](ON1[C@@H]2C=C([C@H](N(C1=O)C2)C(NCC=2OC=CN2)=O)C)F)=O